ClC=1C=C(C(=O)NC(C(N2CC=CCC2C=2C=NC=CC2)=O)CC2=CC=CC=C2)C=CC1 3-chloro-N-(1-oxo-3-phenyl-1-(6-(pyridin-3-yl)-5,6-dihydropyridin-1(2H)-yl)propan-2-yl)benzamide